N-(1-ethyl-3-(4-fluorobenzyl)-1H-pyrazol-5-yl)-3-phenylpropanamide C(C)N1N=C(C=C1NC(CCC1=CC=CC=C1)=O)CC1=CC=C(C=C1)F